(S)-(4-((4-(3-((2-(1-hydroxyethyl)-1H-imidazol-1-yl)methyl)isoxazol-5-yl)phenyl)ethynyl)phenyl)(4-hydroxypiperidin-1-yl)methan O[C@@H](C)C=1N(C=CN1)CC1=NOC(=C1)C1=CC=C(C=C1)C#CC1=CC=C(C=C1)CN1CCC(CC1)O